4-{[1-(5-Chloro-2-methoxy-benzenesulfonyl)-2,3-dihydro-1H-indole-6-carbonyl]-amino}-2-fluoro-benzoic acid ClC=1C=CC(=C(C1)S(=O)(=O)N1CCC2=CC=C(C=C12)C(=O)NC1=CC(=C(C(=O)O)C=C1)F)OC